9-(2,4-difluorophenyl)-5-fluoro-2,7,8,9-tetrahydro-3H-pyrido[4,3,2-de]phthalazin-3-one FC1=C(C=CC(=C1)F)C1CNC=2C=3C1=NNC(C3C=C(C2)F)=O